2'-chloro-5'-methoxy-6-methyl-N-(5-propyl-1,3,4-thiadiazol-2-yl)-(4,4'-bipyridine)-3-carboxamide ClC1=NC=C(C(=C1)C1=C(C=NC(=C1)C)C(=O)NC=1SC(=NN1)CCC)OC